CC(C)C1=C(C(=O)NC(C)C)C=CC=C1 2-(2-propyl)-N-(isopropyl)benzamide